3-methylpyrazolo[1,5-a]quinoxalin-4(5H)-one CC=1C=NN2C1C(NC1=CC=CC=C21)=O